2-ethylhexyl 3-((7-(3,3-difluoropyrrolidin-1-yl)-5-isopropyl-5H-pyrrolo[3,2-d]pyrimidin-2-yl)thio)propionate FC1(CN(CC1)C1=CN(C2=C1N=C(N=C2)SCCC(=O)OCC(CCCC)CC)C(C)C)F